tert-Butyl 3-(5-(2-((tert-butoxycarbonyl)(methyl)amino)ethoxy)-2-methyl benzamido)-3-(naphthalen-1-yl)azetidine-1-carboxylate C(C)(C)(C)OC(=O)N(CCOC=1C=CC(=C(C(=O)NC2(CN(C2)C(=O)OC(C)(C)C)C2=CC=CC3=CC=CC=C23)C1)C)C